Cl.NC1C2C(C3=C(N(C1=O)C)C=CC=C3)C2 trans-2-amino-4-methyl-1,1a,2,8b-tetrahydrobenzo[b]cycloprop[d]azepin-3(4H)-one hydrochloride